bipyrazolylacetic acid N1=NC(C(=C1)CC(=O)O)=C1N=NC=C1